tert-butyl (1S,4R,5R)-5-(4-isopropyl-3-methyl-6H-thieno[2,3-b]pyrrol-2-yl)-2-azabicyclo[2.2.1]heptane-2-carboxylate C(C)(C)C=1C2=C(NC1)SC(=C2C)[C@H]2[C@@H]1CN([C@H](C2)C1)C(=O)OC(C)(C)C